N[C@@H]1C2=CC=CC=C2CC12CCN(CC2)C2=NC=C(C(N2C)=O)C#CCC=2C=NC(=CC2)O (S)-2-(1-amino-1,3-dihydrospiro[indene-2,4'-piperidine]-1'-yl)-5-(3-(6-hydroxypyridin-3-yl)prop-1-yn-1-yl)-3-methylpyrimidin-4(3H)-one